ClC=1C=C(C=CC1F)[C@@H]1CN2[C@H](CO1)CN(CC2)C(=O)C2=C(C(=C(C=C2)OC)OC)Cl [(3R,9aS)-3-(3-Chloro-4-fluorophenyl)-3,4,6,7,9,9a-hexahydro-1H-pyrazino[2,1-c][1,4]oxazin-8-yl]-(2-chloro-3,4-dimethoxyphenyl)methanon